NCCCC[C@@H](C(=O)O)NC(COCCOCCOCCOCCOCCOCCOCCOCCOCCOCCOC)=O (2S)-6-amino-2-[[2-[2-[2-[2-[2-[2-[2-[2-[2-[2-(2-methoxyethoxy)ethoxy]ethoxy]ethoxy]ethoxy]ethoxy]ethoxy]ethoxy]ethoxy]ethoxy]acetyl]amino]hexanoic acid